1-acetyl-N-(4-cyanophenyl)-2-vinylcyclopropane-1-carboxamide C(C)(=O)C1(C(C1)C=C)C(=O)NC1=CC=C(C=C1)C#N